t-octanol C(C)(C)(CC(C)(C)C)O